COC(C(=O)N1C(CC[C@@H](C1)C)C=1C=C(C2=C(OC3(CC3)C(N2)=O)C1)F)=O 2-((5S)-2-(5-fluoro-3-oxo-3,4-dihydro-spiro[benzo[b][1,4]oxazin-2,1'-cyclopropan]-7-yl)-5-methylpiperidin-1-yl)-2-oxoacetic acid methyl ester